17-(2-oxo-2H-pyran-5-yl)hexadecahydro-1H-cyclopenta[a]phenanthren O=C1OC=C(C=C1)C1CCC2C3CCC4CCCCC4C3CCC12